N-(1-(2-Hydroxy-2-methylpropyl)-3-phenyl-4-(phenylethynyl)-1H-pyrazol-5-yl)acetamide OC(CN1N=C(C(=C1NC(C)=O)C#CC1=CC=CC=C1)C1=CC=CC=C1)(C)C